4-[[(1S)-1-[(2S,4R)-4-hydroxy-2-[[4-(4-methylthiazol-5-yl)phenyl]methyl-carbamoyl]pyrrolidine-1-carbonyl]-2,2-dimethyl-propyl]amino]-4-oxobutanoic acid O[C@@H]1C[C@H](N(C1)C(=O)[C@H](C(C)(C)C)NC(CCC(=O)O)=O)C(NCC1=CC=C(C=C1)C1=C(N=CS1)C)=O